BrC1=C(C(=CC(=C1)C(C(F)(F)F)(C(C(F)(F)F)(F)F)F)C(F)F)NC(C1=C(C(=CC=C1)NO)F)=O N-(2-bromo-4-(perfluorobutan-2-yl)-6-(difluoromethyl)phenyl)-2-fluoro-3-(hydroxyamino)benzamide